C([C@@H](O)C1=CC=CC=C1)(=O)O (s)-mandelic acid